4-[4-[[(4S)-8-chlorochroman-4-yl]carbamoyl-amino]thiazol-2-yl]-2-methoxy-benzamide ClC=1C=CC=C2[C@H](CCOC12)NC(=O)NC=1N=C(SC1)C1=CC(=C(C(=O)N)C=C1)OC